CC1=CC=C2C(=N1)C(CCO2)N 6-methyl-2H,3H,4H-pyrano[3,2-b]Pyridin-4-amine